FC(C(=O)O)(F)F.CN(C(OC[C@H]1CN([C@H](CO1)CC1=CC=C(C=C1)Cl)C1CCN(CC1)C1=NN=C(N1)N)=O)C ((2R,5S)-4-(1-(5-amino-4H-1,2,4-triazol-3-yl)piperidin-4-yl)-5-(4-chlorobenzyl)morpholin-2-yl)methyl dimethylcarbamate 2,2,2-trifluoroacetate